C1(CCCC1)N1C(=CC2=C1N=C(N=C2)NC2=NC=C(C=C2)N2CCN(CC2)CC=2C=C1CN(C(C1=CC2F)=O)C2C(NC(CC2)=O)=O)C(=O)N(C)C 7-cyclopentyl-2-((5-(4-((2-(2,6-dioxopiperidin-3-yl)-6-fluoro-1-oxoisoindolin-5-yl)methyl)piperazin-1-yl)pyridin-2-yl)amino)-N,N-dimethyl-7H-pyrrolo[2,3-d]pyrimidine-6-carboxamide